FC(OC1=CC2=C(N=C3N2[C@H]2C4=C(C(N([C@@H]3C2)C([2H])([2H])[2H])=O)C=CC=C4C#CC)C=C1)F (7R,14R)-11-(difluoromethoxy)-6-(methyl-d3)-1-(prop-1-yn-1-yl)-6,7-dihydro-7,14-methanobenzo[f]benzo[4,5]imidazo[1,2-a][1,4]diazocin-5(14H)-one